ethyl (5-(1,3-dioxoisoindolin-2-yl)pentyl)(3-(trimethylsilyl)prop-2-yn-1-yl)phosphinate O=C1N(C(C2=CC=CC=C12)=O)CCCCCP(OCC)(=O)CC#C[Si](C)(C)C